ClC=1C=C2C=C(NC2=CC1)CNC(N(C1CN(CCC1)C(=O)C=1C=NN(C1)C)C)=O 3-[(5-chloro-1H-indol-2-yl)methyl]-1-methyl-1-[1-(1-methyl-1H-pyrazole-4-carbonyl)piperidin-3-yl]urea